CN1N=C2C=CC=C(C2=C1)C1=NN(C2=C(C=C(C=C12)C)C)C=1C=CC(=NC1)N1CC2C(C2C1)C(=O)OC methyl 3-(5-{2',5,7-trimethyl-1H,2'H-[3,4'-biindazol]-1-yl}pyridin-2-yl)-3-azabicyclo[3.1.0]hexane-6-carboxylate